CC(C(C=CO)=O)C 4-methyl-3-oxopentan-1-enol